C1(CC1)C1=CC(=NO1)CNC(=O)C1=C(C2=C(CCC3=CN(N=C23)CC2=NC(=CC=C2)C)O1)C N-[(5-Cyclopropyl-1,2-oxazol-3-yl)methyl]-8-methyl-2-[(6-methylpyridin-2-yl)methyl]-4,5-dihydro-2H-furo[2,3-g]indazol-7-carboxamid